C(C)OC([C@H](F)Br)=O (R)-2-bromo-2-fluoroacetic acid ethyl ester